2-(4-benzyloxy-6-chloro-2-methyl-3-pyridinyl)-N-methyl-acetamide C(C1=CC=CC=C1)OC1=C(C(=NC(=C1)Cl)C)CC(=O)NC